C1(=CC=C(C=C1)N(C1=CC=C(C=C1)C1=CC=C(C=C1)N(C1=CC=CC=C1)C1=CC=C(C=C1)C1=CC=CC=C1)C1=CC=CC=C1)C1=CC=CC=C1 N,N'-di(biphenyl-4-yl)-N,N'-diphenylbiphenyl-4,4'-diamine